C1=CC(=CC=2OC3=C(C21)C=CC=C3)C3=C(C=CC2=CC=CC=C32)C3=CC=C(C=C3)NC3=CC=CC=C3 [4-{1-(dibenzofuran-3-yl)naphthalene-2-yl}phenyl]-phenylamine